C(C=CC=CC(=O)[O-])(=O)[O-] hexadienediate